5-((5-(3,4-difluorophenyl)pyridin-3-yl)oxy)-2-((4-(methylsulfonyl)phenyl)thio)benzonitrile FC=1C=C(C=CC1F)C=1C=C(C=NC1)OC=1C=CC(=C(C#N)C1)SC1=CC=C(C=C1)S(=O)(=O)C